2-(1,3-dioxo-2,3-dihydro-1H-inden-2-yl)chinolin-6,8-disulfonat O=C1C(C(C2=CC=CC=C12)=O)C1=NC2=C(C=C(C=C2C=C1)S(=O)(=O)[O-])S(=O)(=O)[O-]